3-(tert-butyl) 8-methyl 8-(cyanomethyl)-3-azabicyclo[3.2.1]octane-3,8-dicarboxylate C(#N)CC1(C2CN(CC1CC2)C(=O)OC(C)(C)C)C(=O)OC